3,5,5-trimethyl-hexanol CC(CCO)CC(C)(C)C